C(C)(C)(C)C1=CC=C(C(=N1)C1=CC=C(C=C1)C)C(=O)NS(=O)(=O)C1=C(C=CC=C1)OC 6-tert-Butyl-N-(2-methoxyphenyl)sulfonyl-2-(p-tolyl)pyridin-3-carboxamid